4-amino-1-[(2R,3R,4S,5R)-3,4-dihydroxy-5-(hydroxymethyl)oxacyclopent-2-yl]-1,3,5-triazin-2-one NC1=NC(N(C=N1)[C@@H]1O[C@@H]([C@H]([C@H]1O)O)CO)=O